9,9',9'',9'''-(4-(4,6-diphenyl-1,3,5-triazin-2-yl)-6-(2,6-diphenylpyrimidin-4-yl)benzene-1,2,3,5-tetrayl)tetrakis(3-methyl-9H-carbazole) C1(=CC=CC=C1)C1=NC(=NC(=N1)C1=CC=CC=C1)C1=C(C(=C(C(=C1N1C2=CC=CC=C2C=2C=C(C=CC12)C)C1=NC(=NC(=C1)C1=CC=CC=C1)C1=CC=CC=C1)N1C2=CC=CC=C2C=2C=C(C=CC12)C)N1C2=CC=CC=C2C=2C=C(C=CC12)C)N1C2=CC=CC=C2C=2C=C(C=CC12)C